4-(amino(4,5-dichloro-2-methoxyphenyl)methyl)piperidine-1-carboxylic acid tert-butyl ester C(C)(C)(C)OC(=O)N1CCC(CC1)C(C1=C(C=C(C(=C1)Cl)Cl)OC)N